NCC1=C(C=C(C=C1)N)F [4-(aminomethyl)-3-fluoro-phenyl]-amine